2-benzylaminoethyl hydrogen sulfate S(=O)(=O)(OCCNCC1=CC=CC=C1)O